C(C=C)[Si](OC(C)C)(OC(C)C)OC(C)C 2-propenyl-triisopropoxysilane